CN(C1=CC=C(C=C1)CN[C@@H]1[C@@]2(CC[C@H](C1)C2(C)C)C)CC=2C=1C3=C(C(N(C3=CC2)C2C(NC(CC2)=O)=O)=O)C=CC1 3-(6-((methyl(4-((((1R,2S,4R)-1,7,7-trimethylbicyclo[2.2.1]heptan-2-yl)amino)methyl)phenyl)amino)methyl)-2-oxobenzo[cd]indol-1(2H)-yl)piperidine-2,6-dione